The molecule is a 1,2-diacyl-sn-glycero-3-phospho-(1'-sn-glycerol) in which the 1- and 2-acyl groups are specified as octadecanoyl (stearoyl) and 9Z-octadecenoyl (oleoyl) respectively. It is a conjugate acid of a 1-octadecanoyl-2-(9Z-octadecenoyl)-sn-glycero-3-phospho-(1'-sn-glycerol)(1-). CCCCCCCCCCCCCCCCCC(=O)OC[C@H](COP(=O)(O)OC[C@H](CO)O)OC(=O)CCCCCCC/C=C\\CCCCCCCC